2-(3-fluoro-5-((R)-1-hydroxypropan-2-yl)-2-methoxyphenyl)-2-((R)-3-(methyl(5-(5,6,7,8-tetrahydro-1,8-naphthyridin-2-yl)pentyl)amino)pyrrolidin-1-yl)acetic acid FC=1C(=C(C=C(C1)[C@H](CO)C)C(C(=O)O)N1C[C@@H](CC1)N(CCCCCC1=NC=2NCCCC2C=C1)C)OC